5-(2-fluorophenyl)-1-(pyridin-3-ylsulfonyl)-1H-pyrrol-3-carbaldehyde FC1=C(C=CC=C1)C1=CC(=CN1S(=O)(=O)C=1C=NC=CC1)C=O